3-{[2-(4-chlorophenyl)imidazo[1,2-a]pyrimidin-3-yl]methyl}-N-methyl-N-phenyl-3,8-diaza-bicyclo[3.2.1]octane-8-carboxamide ClC1=CC=C(C=C1)C=1N=C2N(C=CC=N2)C1CN1CC2CCC(C1)N2C(=O)N(C2=CC=CC=C2)C